Ethyl (S)-3-(3'-Chloro-6-methoxybiphenyl-3-yl)-3-(3-(4-hydroxy-1-methyl-2-oxo-1,2-dihydropyridin-3-yl)ureido)propanoat ClC=1C=C(C=CC1)C1=CC(=CC=C1OC)[C@H](CC(=O)OCC)NC(=O)NC=1C(N(C=CC1O)C)=O